C1[C@H](OC2=CC(=CC(=C2C1=O)O)O[C@H]3[C@@H]([C@H]([C@@H]([C@H](O3)CO)O)O)O)C4=CC=C(C=C4)O The molecule is a flavanone 7-O-beta-D-glucoside that is (S)-naringenin substituted by a beta-D-glucopyranosyl moiety at position 7 via a glycosidic linkage. It has a role as a metabolite, a hypoglycemic agent, an antilipemic drug and an antibacterial agent. It is a flavanone 7-O-beta-D-glucoside, a dihydroxyflavanone, a monosaccharide derivative, a member of 4'-hydroxyflavanones and a (2S)-flavan-4-one. It derives from a (S)-naringenin.